NC=1N=C(C2=C(N1)C=NN2CC2=C(C=C(C(=C2)CNCCS(=O)(=O)C)F)OC)N[C@H](CCO)CCC (3S)-3-({5-amino-1-[(4-fluoro-5-{[(2-methanesulfonylethyl)amino]methyl}-2-methoxyphenyl)methyl]-1H-pyrazolo[4,3-d]pyrimidin-7-yl}amino)hexan-1-ol